C(C1=CC=CC=C1)N1N=CC=2CC(CCC12)C(=O)C1C(N(CC(C1)C)C(=O)OC(C)(C)C)=O tert-butyl 3-(1-benzyl-4,5,6,7-tetrahydroindazole-5-carbonyl)-5-methyl-2-oxo-piperidine-1-carboxylate